C[Si](CCOCN1N=C(C=2C1=NC=CC2)C=2CCN(CC2)C(=O)OC(C)(C)C)(C)C tert-butyl 4-(1-((2-(trimethylsilyl)ethoxy)methyl)-1H-pyrazolo[3,4-b]pyridin-3-yl)-3,6-dihydropyridine-1(2H)-carboxylate